NCCC1=CC(=CC=2C3=CC(=C(C=C3NC12)Cl)Cl)NC=1SC=CN1 N-(1-(2-aminoethyl)-6,7-dichloro-9H-carbazol-3-yl)thiazol-2-amine